nonyl 8-{[8-(1-butyl-7-fluoroheptylcarbonyloxy)octyl](2-hydroxyethyl)amino}-2-methyloctanoate C(CCC)C(CCCCCCF)C(=O)OCCCCCCCCN(CCCCCCC(C(=O)OCCCCCCCCC)C)CCO